CC1=CC2=C(N=N1)N(C(=C2)CO)C (3,7-dimethyl-7H-pyrrolo[2,3-c]pyridazin-6-yl)methanol